diphenyl-4,4'-bis(glycidyloxy)biphenyl C1(=CC=CC=C1)C=1C(=C(C=CC1OCC1CO1)C1=CC=C(C=C1)OCC1CO1)C1=CC=CC=C1